FC1(CC=C(CC1)C=1C=C2C=C(N(C2=CC1)[C@@]1([C@H](C1)C)C1=NOC(N1)=O)C(=O)N(C1=CC=CC=C1)C)F 5-(4,4-difluorocyclohex-1-en-1-yl)-N-methyl-1-((1S,2S)-2-methyl-1-(5-oxo-4,5-dihydro-1,2,4-oxadiazol-3-yl)cyclopropyl)-N-phenyl-1H-indole-2-carboxamide